FC=1C=CC=2N(C1)N=CC2C(=O)NC2=C(C=C(C(=C2)C2=NN=C(N2C2OCCCC2)C2(CC2)O)F)C 6-fluoro-N-[4-fluoro-5-[5-(1-hydroxycyclopropyl)-4-(oxan-2-yl)-1,2,4-triazol-3-yl]-2-methylphenyl]pyrazolo[1,5-a]pyridine-3-carboxamide